3-(N-(4-chloro-5-cyano-2-((3-fluorooxetan-3-yl)methoxy)phenyl)sulfamoyl)-4-cyclopropylbenzoic acid ClC1=CC(=C(C=C1C#N)NS(=O)(=O)C=1C=C(C(=O)O)C=CC1C1CC1)OCC1(COC1)F